(S)-N1-(1-(2-((1R,2R,4S)-bicyclo[2.2.1]heptan-2-ylamino)-2-oxoethyl)-2-oxo-1,2-dihydropyridin-3-yl)-N6-methyl-2-(1-methyl-1H-pyrazole-5-carboxamido)-5-oxohexanediamide [C@@H]12[C@@H](C[C@@H](CC1)C2)NC(CN2C(C(=CC=C2)NC([C@H](CCC(C(=O)NC)=O)NC(=O)C2=CC=NN2C)=O)=O)=O